O=C1NC(CCC1C1=NN(C2=CC=CC=C12)CC(=O)NC1=CC=C(C=C1)OC1=CC=C(C=C1)C)=O 2-(3-(2,6-Dioxopiperidin-3-yl)-1H-indazol-1-yl)-N-(4-(p-tolyloxy)phenyl)-acetamide